2-(1-methyl-1H-indazole-6-carboxamido)-9-(5,6,7,8-tetrahydro-1,8-naphthyridin-2-yl)nonanoic acid CN1N=CC2=CC=C(C=C12)C(=O)NC(C(=O)O)CCCCCCCC1=NC=2NCCCC2C=C1